(3,5-bis(trifluoromethyl) phenyl) borate sodium [Na+].B(OC1=CC(=CC(=C1)C(F)(F)F)C(F)(F)F)([O-])[O-].[Na+]